C(C1=CC=CC=C1)O[C@H]1[C@@H](OC=C[C@@H]1OCC1=CC=CC=C1)OC (2R,3R,4S)-3,4-bis(benzyloxy)-2-methoxy-3,4-dihydro-2H-pyran